O=CCN(S(=O)(=O)C=C)C1=CC=CC=C1 N-(2-oxoethyl)-N-phenylethenesulfonamide